OCC1(CC1)CC1(N(CCC1)C(=O)OC(C)(C)C)C(=O)OC 1-(tert-butyl) 2-methyl 2-((1-(hydroxymethyl)cyclopropyl)methyl)pyrrolidin-1,2-diformate